C(SC)(OC[Si](C)(C)C)=S S-methyl O-((trimethylsilyl) methyl) dithiocarbonate